IC1=CC(=C(NC[C@H]2OCC2)C=C1)[N+](=O)[O-] (S)-4-iodo-2-nitro-N-(oxetan-2-ylmethyl)aniline